BrC1=CC=2C(C3=CC(=CC=C3C(C2C=C1)=O)Br)=O 2,7-dibromo-9,10-anthracenedione